C(CCC)C(C(=O)O)CCCCC(C(=O)O)CCCC 2,7-di-n-butylsuberic acid